N-(3-(4-amino-7-(trans-3-(pyrrolidin-1-ylmethyl)cyclobutyl)-7H-pyrrolo[2,3-d]pyrimidin-5-yl)benzyl)methanesulfonamide NC=1C2=C(N=CN1)N(C=C2C=2C=C(CNS(=O)(=O)C)C=CC2)[C@@H]2C[C@H](C2)CN2CCCC2